ClC1=C2C=CC=NC2=C(C(=C1)C(NS(=O)(=O)CC)C1=CC=NC=C1)O N-((5-chloro-8-hydroxyquinolin-7-yl)(pyridin-4-yl)methyl)ethanesulfonamide